2-Amino-7-(2,2-difluoroethyl)-9-((2R,3R,4R,SR)-3,4-dihydroxy-5-(hydroxymethyl)tetrahydrofuran-2-yl)-7,9-dihydro-1H-purine-6,8-dione NC=1NC(C=2N(C(N(C2N1)[C@@H]1O[C@H]([C@@H]([C@H]1O)O)CO)=O)CC(F)F)=O |&1:12|